ClC1=C(C(=O)N2COC3=C(C2)C=CC=C3C3=CC(=C(C(=O)O)C=C3F)N3C2COCC3CC2)C(=CC(=C1)C=1C=NC(=CC1)OC)Cl 4-[3-[2,6-Dichloro-4-(6-methoxypyridin-3-yl)benzoyl]-2,4-dihydro-1,3-benzoxazin-8-yl]-5-fluoro-2-(3-oxa-8-azabicyclo[3.2.1]oct-8-yl)benzoic acid